(2R,3S)-N-[1-(2-fluoroethyl)-4-piperidyl]-N-methyl-2-[(2S,4R)-2-[(1-methylindazol-5-yl)methylcarbamoyl]-4-(p-tolylmethyl)pyrrolidine-1-carbonyl]piperidine-3-carboxamide FCCN1CCC(CC1)N(C(=O)[C@@H]1[C@@H](NCCC1)C(=O)N1[C@@H](C[C@H](C1)CC1=CC=C(C=C1)C)C(NCC=1C=C2C=NN(C2=CC1)C)=O)C